(4-benzhydrylpiperazin-1-yl)(2-methylpyridin-3-yl)methanone C(C1=CC=CC=C1)(C1=CC=CC=C1)N1CCN(CC1)C(=O)C=1C(=NC=CC1)C